C(C)(C)C1C=2C(=C(C(NC2C2=C(C1)C=C(C(=C2)OC)OCCCOC)=O)C(=O)O)OCCOC 5-isopropyl-9-methoxy-4-(2-methoxyethoxy)-8-(3-methoxypropoxy)-2-oxo-1,2,5,6-tetrahydrobenzo[h]quinoline-3-carboxylic acid